(S)-1-(4-(6-(Difluoromethyl)imidazo[1,2-b]pyridazin-3-yl)pyridin-2-yl)piperidine-3-carboxamide FC(C=1C=CC=2N(N1)C(=CN2)C2=CC(=NC=C2)N2C[C@H](CCC2)C(=O)N)F